FC(OC1=NC(=CC=C1NC(N(C1=C(C=CC=C1)C(CO)C)C1CCC(CC1)C(=O)OC)=O)OC)F methyl (1r,4r)-4-(3-(2-(difluoromethoxy)-6-methoxypyridin-3-yl)-1-(2-(1-hydroxypropan-2-yl)phenyl)ureido)cyclohexane-1-carboxylate